C1(CC1)COC=1C=C(C=CC1OC(F)F)C(C#N)O[Si](C)(C)C 2-(3-cyclopropylmethoxy-4-difluoromethoxyphenyl)-2-trimethylsiloxyacetonitrile